N-tert-butyl-3-(2-tert-butylpyrazol-3-yl)-5-(4-fluoro-3-methylphenyl)benzamide C(C)(C)(C)NC(C1=CC(=CC(=C1)C1=CC(=C(C=C1)F)C)C=1N(N=CC1)C(C)(C)C)=O